3-((1-Ethyl-1H-1,2,3-triazol-4-yl)methoxy)-2,2-dimethyl-3-(4-methyl-3-(((R)-4-methyl-1,1-dioxido-3,4-dihydro-2H-benzo[b][1,4,5]oxathiazepin-2-yl)methyl)phenyl)propanoic acid C(C)N1N=NC(=C1)COC(C(C(=O)O)(C)C)C1=CC(=C(C=C1)C)CN1S(C2=C(O[C@@H](C1)C)C=CC=C2)(=O)=O